N[C@@H]1C(N(C2=C(OC1)C=CC(=C2)C#CC(C)(C)O)C)=O (S)-3-amino-7-(3-hydroxy-3-methylbut-1-yn-1-yl)-5-methyl-2,3-dihydrobenzo[b][1,4]Oxazepine-4(5H)-one